tris[2-pyridylmethyl]amine N1=C(C=CC=C1)CN(CC1=NC=CC=C1)CC1=NC=CC=C1